2,3-diamino-6,7-dihydro-1H,5H-pyrazolo-[1,2-a]-pyrazol-1-one NC1=C(N2N(CCC2)C1=O)N